(E)-1-[3-[4-[(1S)-1,2-dihydroxyethyl]-1-[4-(trifluoromethoxy)phenyl]pyrazolo[3,4-b]pyridin-3-yl]azetidin-1-yl]-4-hydroxy-but-2-en-1-one O[C@H](CO)C1=C2C(=NC=C1)N(N=C2C2CN(C2)C(\C=C\CO)=O)C2=CC=C(C=C2)OC(F)(F)F